N-(4-(hydroxymethyl)phenyl)-5-ureidovaleramide OCC1=CC=C(C=C1)NC(CCCCNC(=O)N)=O